5-chloro-3-((4-(1-fluoroethyl)-6-oxo-1-((2-oxo-6-(1H-pyrazol-3-yl)-1,2-dihydropyridin-3-yl)methyl)-1,6-dihydropyrimidin-5-yl)oxy)-2-methylbenzonitrile ClC=1C=C(C(=C(C#N)C1)C)OC1=C(N=CN(C1=O)CC=1C(NC(=CC1)C1=NNC=C1)=O)C(C)F